ClCC(N1C(NC(C1)C(F)(F)F)=O)C=1C=CC2=C(N=C(O2)C(NC(=O)C2=NON=C2C2CC2)C2CCC(CC2)(F)F)C1 N-((5-(2-Chloro-1-(2-oxo-4-(trifluoromethyl)imidazolidin-1-yl)ethyl)benzo[d]oxazol-2-yl)(4,4-difluorocyclohexyl)methyl)-4-cyclopropyl-1,2,5-oxadiazole-3-carboxamide